C(C(C)C)CC(CC(=O)[O-])=O.C(C(C)C)CC(CC(=O)[O-])=O.[Al+2] aluminum bis(isobutylacetoacetate)